4-(7-bromo-6-cyano-8-fluoroquinazolin-4-yl)piperazine-1-carboxylic acid tert-butyl ester C(C)(C)(C)OC(=O)N1CCN(CC1)C1=NC=NC2=C(C(=C(C=C12)C#N)Br)F